C(CCCCCCCCCCC)CC(=O)[O-] laurylacetate